(R)-2-(5-(3-methylmorpholino)-3-(1H-pyrazol-5-yl)isothiazolo[4,5-b]pyridin-7-yl)-1,2-thiazinane 1,1-dioxide C[C@@H]1COCCN1C1=CC(=C2C(=N1)C(=NS2)C2=CC=NN2)N2S(CCCC2)(=O)=O